4-methoxypyridine-3-carbonitrile COC1=C(C=NC=C1)C#N